(S)-5-(methoxymethyl)pyrrolidin-2-one hydrochloride salt Cl.COC[C@@H]1CCC(N1)=O